C(C)(C)(C)OC(=O)N1CCC2(CC1)C(C1=C(C=NC(=C1)OC)C2)=O 3-methoxy-5-oxospiro[7H-cyclopenta[c]pyridine-6,4'-piperidine]-1'-carboxylic acid tert-butyl ester